2,4,5,6-tetrabromothiophenol BrC1=C(C(=C(C(=C1)Br)Br)Br)S